C(C=C)OCC=1C=C(C=CC1N1CCN(CC1)C)C1(NC=C(C(=N1)NCCC=C)Cl)N 2-(3-((allyloxy)methyl)-4-(4-methylpiperazin-1-yl)phenyl)-N4-(but-3-en-1-yl)-5-chloropyrimidine-2,4-diamine